N-(2-fluoro-1-(2-methyl-3-(trifluoromethyl)phenyl)ethyl)-2-methylpropane-2-sulfonamide FCC(C1=C(C(=CC=C1)C(F)(F)F)C)NS(=O)(=O)C(C)(C)C